ClC=1C=C(C=C(C1)Cl)NC=1SC=C(N1)C=1SC=C(N1)C1=CC=NC=C1 N-(3,5-dichlorophenyl)-4-(pyridin-4-yl)-[2,4'-bithiazole]-2'-amine